4-(aminomethyl)-1-(3-(2-amino-3,6-dichloropyridin-4-yl)-1H-pyrazolo[3,4-b]pyrazin-6-yl)-4-methylpiperidine NCC1(CCN(CC1)C1=CN=C2C(=N1)NN=C2C2=C(C(=NC(=C2)Cl)N)Cl)C